CC1=C(OC(C(=O)O)(C)C)C(=CC(=C1)C([2H])([2H])N1N=CN(C1=O)C1=CC=C(C=C1)C(F)(F)F)C 2-(2,6-dimethyl-4-((5-oxo-4-(4-(trifluoromethyl)phenyl)-4,5-dihydro-1H-1,2,4-triazol-1-yl)-dideuteromethyl)phenoxy)-2-methylpropanoic acid